Cl.C(C)N ethylamine, hydrochloride